5-bromo-2-(3,4-dichlorophenyl)-1-ethyl-5-iodo-6-methyl-4-oxo-pyridine-3-carboxylic acid methyl ester COC(=O)C1=C(N(C(C(C1=O)(I)Br)C)CC)C1=CC(=C(C=C1)Cl)Cl